FN1C(C2(C3=CC=CC(=C13)C)CC2)=O fluoro-7'-methyl-spiro[cyclopropane-1,3'-indoline]-2'-one